tetramethyloct-2-enoic acid ethyl ester C(C)OC(C(=C(C(CCCC)(C)C)C)C)=O